CC1=C(C(=CC=C1)C)C1=NC=2NS(C=3C=CC=C(C(N([C@@H](COC(=C1)N2)CC(C)C)C2CC(C2)=O)=O)C3)(=O)=O (11R)-6-(2,6-Dimethylphenyl)-11-isobutyl-2,2-dioxo-12-(3-oxocyclobutyl)-9-oxa-2λ6-thia-3,5,12,19-tetrazatricyclo[12.3.1.14,8]nonadeca-1(18),4(19),5,7,14,16-hexaen-13-one